BrC1=CC=C(C=C1)C(CNC(CN(C)C)=O)(O)C1=CC=C(C=C1)Cl N-(2-(4-bromophenyl)-2-(4-chlorophenyl)-2-hydroxyethyl)-2-(dimethylamino)acetamide